ICC(=O)O.C(=N)N formamidine iodoacetate